2-((3aR,5s,6aS)-5-(2,6-difluorophenoxy)hexahydrocyclopenta[c]pyrrol-2(1H)-yl)-1-(5-hydroxypyridin-2-yl)ethanone FC1=C(OC2C[C@@H]3[C@@H](CN(C3)CC(=O)C3=NC=C(C=C3)O)C2)C(=CC=C1)F